C(CCCCCCCC)C1=C(C=CC=C1)NC1=C(C=CC=C1)CCCCCCCCC Bis(nonane-1-yl-phenyl)amine